NC1=C2C(=NC=N1)N(N=C2C#CC=2C=C1C=NN(C1=CC2)C)[C@H]2C[C@@H](N(C2)C(C=C)=O)COC 1-((2R,4S)-4-(4-amino-3-((1-methyl-1H-indazol-5-yl)ethynyl)-1H-pyrazolo[3,4-d]pyrimidin-1-yl)-2-(methoxymethyl)pyrrolidin-1-yl)prop-2-en-1-one